C12COCC(CCC1)N2 9-aza-3-oxabicyclo[3.3.1]nonane